C(CCCCCCCCCCCCCCCCCC)(=O)N[C@@H](CCC(N)=O)C(=O)O N-n-nonadecanoyl-glutamine